5-tert-butyl-2-phenylbenzo[d]Oxazole-6-carboxylic acid C(C)(C)(C)C=1C(=CC2=C(N=C(O2)C2=CC=CC=C2)C1)C(=O)O